5-[1-(2,2-dimethylpropyl)-1H-pyrazol-4-yl]-6-(6-methyl-5-oxo-6,7-dihydro-5H-pyrrolo[3,4-b]pyridin-3-yl)pyridine-2-carbonitrile CC(CN1N=CC(=C1)C=1C=CC(=NC1C=1C=C2C(=NC1)CN(C2=O)C)C#N)(C)C